4-(5-hydroxy-3-methyl-1-(5-(5-phenyl-1,3,4-thiadiazol-2-yl)pyridin-2-yl)-1H-pyrazol-4-yl)benzonitrile OC1=C(C(=NN1C1=NC=C(C=C1)C=1SC(=NN1)C1=CC=CC=C1)C)C1=CC=C(C#N)C=C1